tert-butyl 2-[4-[4-[2-[tert-butyl(dimethyl)silyl]oxy-1-(5-fluoro-2-pyridyl) ethoxy]-3-cyano-pyrazolo[1,5-a]pyridin-6-yl]-5-methyl-triazol-1-yl]-7-azaspiro[3.5]nonane-7-carboxylate [Si](C)(C)(C(C)(C)C)OCC(OC=1C=2N(C=C(C1)C=1N=NN(C1C)C1CC3(C1)CCN(CC3)C(=O)OC(C)(C)C)N=CC2C#N)C2=NC=C(C=C2)F